14-chloro-20-fluoro-15-hydroxy-17,17-dioxo-10-oxa-17λ6-thia-18-azatetracyclo[17.3.1.112,16.02,7]tetracosa-1(22),2(7),3,5,12,14,16(24),19(23),20-nonaen-11-one ClC=1C=C2C(OCCC=3C=CC=CC3C3=CC=C(C(NS(C(C1O)=C2)(=O)=O)=C3)F)=O